2-Cyano-N,4-dimethyl-4-(4-methylpiperazin-1-yl)-N-(1-phenylbutyl)pent-2-enamide C(#N)C(C(=O)N(C(CCC)C1=CC=CC=C1)C)=CC(C)(N1CCN(CC1)C)C